6-[2-(2,2-dimethylmorpholin-4-yl)-6-fluoro-quinazolin-4-yl]-N-(2-methylpyrazol-3-yl)-7,8-dihydro-5H-1,6-naphthyridin-3-amine CC1(CN(CCO1)C1=NC2=CC=C(C=C2C(=N1)N1CC=2C=C(C=NC2CC1)NC=1N(N=CC1)C)F)C